COC(=O)C=1N=NC(=CC1NC1=NC=C(C=C1)S(=O)(=O)C)C1=C(C=CC=C1F)F 6-(2,6-difluorophenyl)-4-((5-(methylsulfonyl)pyridin-2-yl)amino)pyridazine-3-carboxylic acid methyl ester